C(C)(C)(C)OC(=O)NCC=1C=C(C=CC1)B(O)O (3-(((Tert-Butoxycarbonyl)amino)methyl)phenyl)boronic acid